C(CCCCC)C(C(=O)NC(CCSCCC(=O)OCCCCCCCCCCCCCCCC)C(NCCN1CCCCC1)=O)CCCCCCCC hexadecyl 3-((3-(2-hexyldecanamido)-4-oxo-4-((2-(piperidin-1-yl)ethyl)amino)butyl)thio)propanoate